BrC=1C(=CC2=CC(=CC=C2C1)C#N)C(F)(F)P(O)(O)=O [(3-bromo-7-cyano-2-naphthyl)(difluoro)methyl]phosphonic acid